N1(C(CCC1)=O)C(=O)[O-].[NH4+] ammonium pyrrolidonate